N1N=CC2=CC(=CC=C12)NC=1C2=C(N=CN1)SC(=N2)C(=O)NCC2CCNCC2 7-(1H-indazol-5-ylamino)-N-(4-piperidinylmethyl)thiazolo[5,4-d]pyrimidine-2-carboxamide